C(C)OC1=CC=C(C=C1)C=1C=CC=2N(C3=CC=C(C=C3OC2C1)C1=CC=C(C=C1)OCC)C 3,7-bis(4-ethoxyphenyl)-10-methyl-10H-phenoxazine